3-[3-(dimethylamino)propoxy]-1,4,5-tris({[3-(octahydro-1H-inden-2-yl)propanoyl]oxy})pentan-2-yl 3-(octahydro-1H-inden-2-yl)propanoate C1C(CC2CCCCC12)CCC(=O)OC(COC(CCC1CC2CCCCC2C1)=O)C(C(COC(CCC1CC2CCCCC2C1)=O)OC(CCC1CC2CCCCC2C1)=O)OCCCN(C)C